P(=O)(OC1CCCC(O1)OC1=C(C=CC=C1C(C)C)C(C)C)(O)O (2,6-diisopropylphenoxy)tetrahydropyran-6-yl dihydrogen phosphate